(R)-9,12-bis(tert-butoxycarbonyl)-10-methyl-8-oxo-9,10,11,12-tetrahydro-8H-[1,4]diazepino[5',6':4,5]thieno[3,2-f]quinoline 4-oxide C(C)(C)(C)OC(=O)N1[C@@H](CN(C2=C(SC3=C2C=2C=CC=[N+](C2C=C3)[O-])C1=O)C(=O)OC(C)(C)C)C